[Si](C)(C)(C(C)(C)C)O[C@H]1C[C@]2(CCC(N2C1)=O)C(=O)OCC ethyl (2S,7aR)-2-((tert-butyldimethylsilyl)oxy)-5-oxotetrahydro-1H-pyrrolizine-7a(5H)-carboxylate